Urea Monoacrylate C(C=C)(=O)O.NC(=O)N